3-[(2-chloroacetyl)-[[(2S)-3-cyclohexyl-2-(methylamino)propanoyl]amino]amino]propanamide ClCC(=O)N(CCC(=O)N)NC([C@H](CC1CCCCC1)NC)=O